ClC1=C(C=CC(=C1)Cl)NC=CC1=C(C(=NO1)C1=C(C=CC=C1F)Cl)C(=O)OC 5-[2-(2,4-Dichlorophenylamino)vinyl]-4-methoxycarbonyl-3-(2-chloro-6-fluorophenyl)isoxazole